ClC=1C=C(C=CC1F)NC(N(CC=1C2=C(NN1)OCCC2)C2=NOC(=C2)C)=O 3-(3-Chloro-4-fluorophenyl)-1-(5-methylisoxazol-3-yl)-1-((1,4,5,6-tetrahydropyrano[2,3-c]pyrazol-3-yl)methyl)urea